3-chloro-2,6-difluoro-4-(3-formylpyrrolidin-1-yl)-N-(4-methoxybenzyl)-N-(thiazol-2-yl)benzenesulfonamide ClC=1C(=C(C(=CC1N1CC(CC1)C=O)F)S(=O)(=O)N(C=1SC=CN1)CC1=CC=C(C=C1)OC)F